tert-butyl 4-(6-bromo-4-fluoro-1,3-benzothiazol-2-yl)-4-methylpiperidine-1-carboxylate BrC1=CC2=C(N=C(S2)C2(CCN(CC2)C(=O)OC(C)(C)C)C)C(=C1)F